3-(4-chloro-5-iodo-7-methyl-7H-pyrrolo[2,3-d]pyrimidin-6-yl)-3-hydroxypyrrolidine-1-carboxylic acid tert-butyl ester C(C)(C)(C)OC(=O)N1CC(CC1)(O)C1=C(C2=C(N=CN=C2Cl)N1C)I